1-(5-{[trans-4-(trifluoromethyl)cyclohexyl]methoxy}pyridin-3-yl)-2,3-dihydro-1H-indole-5-carboxylic acid FC([C@@H]1CC[C@H](CC1)COC=1C=C(C=NC1)N1CCC2=CC(=CC=C12)C(=O)O)(F)F